2-(2,6-dicarbonylpiperidin-3-yl)isoindoline-1,3-dione C(=O)=C1NC(CCC1N1C(C2=CC=CC=C2C1=O)=O)=C=O